1-[(4-fluorophenyl)methyl]-4-hydroxy-N-(2-hydroxy-1,1-dimethyl-ethyl)-2-oxo-1,8-naphthyridine-3-carboxamide FC1=CC=C(C=C1)CN1C(C(=C(C2=CC=CN=C12)O)C(=O)NC(CO)(C)C)=O